C[C@H]1N(CCN(C1)C=1C=CC=2N=CN=C(C2N1)NC1=CC(=C(C=C1)CC1=CC=2N(C=C1)N=CN2)C)C(=O)OC(C)(C)C tert-butyl (2R)-2-methyl-4-{4-[(3-methyl-4-{[1,2,4]triazolo[1,5-a]pyridin-7-ylmethyl}phenyl)amino]pyrido[3,2-d]pyrimidin-6-yl}piperazine-1-carboxylate